N-(4-(4-methylpiperazin-1-yl)benzyl)-2-phenylethan-1-amine CN1CCN(CC1)C1=CC=C(CNCCC2=CC=CC=C2)C=C1